methyl 3-methyl-9-[2-(trifluoromethyl)phenyl]-16-thia-2,4,5,8-tetraazatetracyclo[8.6.0.02,6.011,15]hexadeca-1(10),3,5,8,11(15)-pentaene-13-carboxylate CC=1N2C=3SC=4CC(CC4C3C(=NCC2=NN1)C1=C(C=CC=C1)C(F)(F)F)C(=O)OC